2-oxo-2H-chromene-8-carboxylic acid O=C1OC2=C(C=CC=C2C=C1)C(=O)O